CSC Di-Methyl Sulfide